2-[(2Z)-2-(aminomethyl)-3-fluoroprop-2-en-1-yl]-4-[5-(4-aminophenyl)thiophen-2-yl]methyl-2,4-dihydro-3H-1,2,4-triazol-3-one hydrochloride Cl.NC/C(/CN1N=CN(C1=O)CC=1SC(=CC1)C1=CC=C(C=C1)N)=C/F